CN1N=CC2=CC=CC(=C12)NS(=O)(=O)C=1C=NN(C1)C=1C=NN2C1OCCC2 N-(1-methylindazol-7-yl)-1-{5H,6H,7H-pyrazolo[3,2-b][1,3]oxazin-3-yl}pyrazole-4-sulfonamide